ClC1=C(C=CC=C1)C1=CC(=NN1C1CCCC1)C(=O)N[C@H](CC(=O)NC=1SC=CN1)CCN1CC(CCC1)(F)F (3S)-3-{[5-(2-chlorophenyl)-1-cyclopentyl-1H-pyrazol-3-yl]formamido}-5-(3,3-difluoropiperidin-1-yl)-N-(1,3-thiazol-2-yl)pentanamide